ClC=1C(=NC=CC1I)OC1COC1 3-chloro-4-iodo-2-(oxetan-3-yloxy)pyridine